C1(CC1)N(C1=CC2=C(C(=N1)CNC)CNC2=O)C 6-(Cyclopropyl-(methyl)amino)-4-((methylamino)methyl)-2,3-dihydro-1H-pyrrolo[3,4-c]pyridin-1-one